N,N-bis(3-methoxybenzyl)-4-((2-(2-(4-methylpiperazin-1-yl)ethoxy)ethoxy)methyl)thiazol-2-amine COC=1C=C(CN(C=2SC=C(N2)COCCOCCN2CCN(CC2)C)CC2=CC(=CC=C2)OC)C=CC1